1-(2-(6-Chloro-2-((3,4-dichlorophenyl)amino)-9H-carbazol-9-yl)ethyl)guanidine ClC=1C=C2C=3C=CC(=CC3N(C2=CC1)CCNC(=N)N)NC1=CC(=C(C=C1)Cl)Cl